4,4'-diisocyanato-3,3'-dimethyldiphenylmethane CC1=C(C=CC(=C1)CC2=CC(=C(C=C2)N=C=O)C)N=C=O